CC[C@H]1CC[C@H]2[C@@H]3CCC4=CCCC[C@]4(C)[C@H]3CC[C@]12C pregn-4-ene